(S)-3-fluoro-4-(2-methyl-4-(piperidin-4-yl)benzo[d][1,3]dioxolan-2-yl)benzonitrile 4-methylbenzenesulfonate CC1=CC=C(C=C1)S(=O)(=O)O.FC=1C=C(C#N)C=CC1[C@@]1(OC2=C(O1)C=CC=C2C2CCNCC2)C